Cl.COC1=C(N)C=C(C(=C1)I)OC (±)-2,5-dimethoxy-4-iodoaniline hydrochloride